OCC1CCC(CC1)CCCCC(=O)OC methyl 5-(4-(hydroxymethyl)cyclohexyl)pentanoate